FC1=C(C=C(C=C1)C(C)C)C1=CC2=C(OCCN2)C=N1 7-[2-fluoro-5-(propan-2-yl)phenyl]-1H,2H,3H-pyrido[3,4-b][1,4]oxazine